BrC=1C=C(C=CC1F)N1C(=CC=C1C)C (3-bromo-4-fluorophenyl)-2,5-dimethyl-1H-pyrrole